COC1=CC=C(C=C1)C(C)(C)C=1N=C(SC1)NC(=O)NCC=1C(=NC(=NC1)N1CCNCC1)C 1-(4-(2-(4-methoxyphenyl)propan-2-yl)thiazol-2-yl)-3-((4-methyl-2-(piperazin-1-yl)pyrimidin-5-yl)-methyl)urea